1-(6-hydroxy-2,5,7,8-tetramethylchroman-2-carbonyl)-pyrrolidine OC=1C(=C2CCC(OC2=C(C1C)C)(C(=O)N1CCCC1)C)C